(3-(2-((1r,3r,5r,7r)-dispiro[adamantane-2,3'-[1,2,4,5]tetraoxane-6',1''-cyclohexan]-4''-yl)acetamido)propyl)triphenylphosphonium bromide [Br-].C12(CCC(CC1)CC(=O)NCCC[P+](C1=CC=CC=C1)(C1=CC=CC=C1)C1=CC=CC=C1)OOC1(OO2)C2CC3CC(CC1C3)C2